N-(4-((3S,5R)-3-amino-5-fluoropiperidin-1-yl)-5-(2-(2,2,2-trifluoroethyl)-1H-pyrazol-4-yl)pyridin-2-yl)-2-(2,4-difluoro-6-methoxyphenyl)pyrimidin-4-amine N[C@@H]1CN(C[C@@H](C1)F)C1=CC(=NC=C1C=1CN(NC1)CC(F)(F)F)NC1=NC(=NC=C1)C1=C(C=C(C=C1OC)F)F